BrC1=CC=C2C(=NNC2=C1)C(C)N(C(OC(C)(C)C)=O)C[C@H](C)O tert-butyl (1-(6-bromo-1H-indazole-3-yl)ethyl)((S)-2-hydroxypropyl)carbamate